(3,5-difluoro-4-((1R,3R)-2-(2-fluoro-2-methylpropyl)-3-methyl-2,3,4,9-tetrahydro-1H-pyrido[3,4-b]indol-1-yl)phenyl)-1-(3-fluoropropyl)azetidin-3-amine FC=1C=C(C=C(C1[C@H]1N([C@@H](CC2=C1NC1=CC=CC=C21)C)CC(C)(C)F)F)C2N(CC2N)CCCF